tert-butyl (S)-3-isopropylpiperazine-1-carboxylate C(C)(C)[C@H]1CN(CCN1)C(=O)OC(C)(C)C